4-(3-((3S,5R,8R,9S,10S,12R,13S,14S,17R)-12,14-dihydroxy-10,13-dimethyl-17-(5-oxo-2,5-dihydrofuran-3-yl)hexadecahydro-1H-cyclopenta[a]phenanthren-3-yl)ureido)butanoic acid O[C@H]1[C@@]2([C@H](CC[C@@]2([C@@H]2CC[C@@H]3C[C@H](CC[C@@]3([C@H]2C1)C)NC(NCCCC(=O)O)=O)O)C=1COC(C1)=O)C